S(=O)(=O)(O)O.NC(C)CC1=CC=CC=C1 Amphetamine Sulfate